3-Amino-N-(4-chloro-3-cyano-1H-indol-7-yl)-1H-pyrazol-4-sulfonamid NC1=NNC=C1S(=O)(=O)NC=1C=CC(=C2C(=CNC12)C#N)Cl